NCC=1C=C2C=NC(C2=CC1)=O 5-(aminomethyl)isoindol-1-one